C(=O)(O)[C@H]1N(C[C@@H](C1)O)C(=O)OCC1=CC=C(C=C1)[N+](=O)[O-] (2S,4R)-2-carboxyl-4-hydroxy-1-p-nitrobenzyl-oxycarbonyl-pyrrolidine